Cl.NC1CC(N(C1)C1=CC=CC=C1)=O 4-Amino-1-phenylpyrrolidin-2-on Hydrochlorid